Chlorodisilanen Cl[SiH]=[SiH2]